8-fluoro-7-methyl-6-(1-(pyrazolo[1,5-a]pyridin-3-ylsulfonyl)piperidin-4-yl)-[1,2,4]triazolo[1,5-a]pyridine FC=1C=2N(C=C(C1C)C1CCN(CC1)S(=O)(=O)C=1C=NN3C1C=CC=C3)N=CN2